3-[3-(5-amino-1H-1,3-benzodiazol-1-yl)prop-1-yn-1-yl]-2-phenylbenzoic acid trifluoroacetate salt FC(C(=O)O)(F)F.NC1=CC2=C(N(C=N2)CC#CC=2C(=C(C(=O)O)C=CC2)C2=CC=CC=C2)C=C1